BrC1=CN=C(N=N1)N1C[C@H](CC1)NC(C)(C)C (3S)-1-(6-bromo-1,2,4-triazin-3-yl)-N-tert-butylpyrrolidin-3-amine